(2R,3S)-3-fluoro-N-methyl-1-[6-methyl-4-(trifluoromethyl)-2-pyridyl]-N-(m-tolyl)-5-oxo-pyrrolidine-2-carboxamide F[C@@H]1[C@H](N(C(C1)=O)C1=NC(=CC(=C1)C(F)(F)F)C)C(=O)N(C=1C=C(C=CC1)C)C